1,10-bis(4-hydroxyphenyl)decane OC1=CC=C(C=C1)CCCCCCCCCCC1=CC=C(C=C1)O